C(=O)(O)CCCCCCCCCCC(CCCCCC)OC(=O)C1C(O1)CC(=O)O 2-(3-(((17-carboxyheptadec-7-yl)oxy)carbonyl)oxirane-2-yl)acetic acid